CC1(CN(C2=CC=C(C=C12)Cl)C(=O)[O-])CC1CCCCC1 3-methyl-3-(cyclohexylmethyl)-5-chloroindoline-1-carboxylate